2-Methyl-6-(trifluoromethyl)pyridin-3-amine CC1=NC(=CC=C1N)C(F)(F)F